3-[1-(2-chloro-4-fluoro-phenyl)ethoxy]azetidine-1-carboxylic acid tert-butyl ester C(C)(C)(C)OC(=O)N1CC(C1)OC(C)C1=C(C=C(C=C1)F)Cl